CN1C[C@@H](CCC1)N (R)-1-methylPiperidin-3-amine